C(C)(C)(C)C1=CC(=NO1)NC(=O)NC1=CC=C(C=C1)N1C=NC=2C1=NC(=CC2)C 1-(5-tert-butyl-isoxazol-3-yl)-3-[4-(5-methylimidazo[4,5-b]pyridine-3-yl)-phenyl]-urea